C(C)(C)(C)OC(=O)NC1=CC=C(C(=N1)N1N=CC(=C1C(F)(F)F)C(=O)O)C 1-(6-((tert-butoxycarbonyl)amino)-3-methylpyridin-2-yl)-5-(trifluoromethyl)-1H-pyrazole-4-carboxylic acid